2-(4-((4-(4-((4-(2-(3-chloro-5-cyanophenyl)propan-2-yl)phenoxy)methyl)pyrimidin-2-yl)piperazin-1-yl)methyl)piperidin-1-yl)acetic acid ClC=1C=C(C=C(C1)C#N)C(C)(C)C1=CC=C(OCC2=NC(=NC=C2)N2CCN(CC2)CC2CCN(CC2)CC(=O)O)C=C1